NC=1C(=C(C=C2C=C(N=CC12)NC(OC1CN(C(C1)=O)C)=O)C=1C=NC=2CCCNC2C1C)F 1-Methyl-5-oxopyrrolidin-3-yl (8-amino-7-fluoro-6-(4-methyl-5,6,7,8-tetrahydro-1,5-naphthyridin-3-yl)isoquinolin-3-yl)carbamate